NCP(OCC(CCCC)CC)([O-])=O mono(2-ethylhexyl) aminomethylphosphonate